C1(=CC(=CC=C1)C(C)(C)C1=CC(=C(C=C1)O)CC=C)C(C)(C)C1=CC(=C(C=C1)O)CC=C 4,4'-(1,3-phenylenebis(Propane-2,2-diyl))bis(2-allylphenol)